ClC1=C(C=C2C=C(N=CC2=C1)NC(=O)[C@@H]1[C@H](C1)C(F)F)N1CCN(CC1)[C@]1(COC[C@H]1F)C (1S,2S)-N-[7-chloro-6-[4-((3S,4S)-4-fluoro-3-methyl-tetrahydrofuran-3-yl)piperazin-1-yl]-3-isoquinolinyl]-2-(difluoromethyl)cyclopropanecarboxamide